CN1C(C2=C(C(=C1)C1=C(OC=3C=C(OCCOC4CCN(CC4)C=4C=NC(=NC4)C(=O)OC)C=CC3)C=CC(=C1)[N+](=O)[O-])C=CN2S(=O)(=O)C2=CC=C(C=C2)C)=O methyl 5-[4-[2-[3-[2-[6-methyl-7-oxo-1-(p-tolylsulfonyl)pyrrolo[2,3-c]pyridin-4-yl]-4-nitro-phenoxy]phenoxy]ethoxy]-1-piperidyl]pyrimidine-2-carboxylate